C1(CC1)C#C[C@@]1(NC(NC2=CC(=C(C=C12)F)CN1N=C(C=C1)CO)=O)C(F)(F)F (S)-4-(cyclopropylethynyl)-6-fluoro-7-((3-(hydroxymethyl)-1H-pyrazol-1-yl)methyl)-4-(trifluoromethyl)-3,4-dihydroquinazolin-2(1H)-one